N1N=CC(=C1)C=1CN(CC1)C(=O)OC(C)(C)C tert-Butyl 3-(1H-pyrazol-4-yl)-2,5-dihydropyrrole-1-carboxylate